ClCC=1SC(=NN1)C1=CC=C(C=C1)Br 2-(chloromethyl)-5-(4-bromophenyl)-1,3,4-thiadiazole